FC(OC1=CC=C(C=N1)CC1CCC2(CN(C2)C(=O)N2CC3(C2)CC(C3)C=3C=NC=C(C3)F)CC1)F [7-[[6-(difluoromethoxy)-3-pyridinyl]methyl]-2-azaspiro[3.5]nonan-2-yl]-[6-(5-fluoro-3-pyridinyl)-2-azaspiro[3.3]heptan-2-yl]methanone